2-(2-Methyl-4-((5-oxo-4-(4-(trifluoromethyl)phenyl)-4,5-dihydro-1H-1,2,4-triazole-1-yl)methyl)phenoxy)acetic acid CC1=C(OCC(=O)O)C=CC(=C1)CN1N=CN(C1=O)C1=CC=C(C=C1)C(F)(F)F